Cl.FC([C@H]1CNCC1)(F)F (3R)-3-(trifluoromethyl)pyrrolidine hydrochloride